CN(CCCNC(O[C@@H]1CC[C@H](CC1)C(N(C[C@@H]1CC[C@H](CC1)C1=CC(=C(C=C1)OC)C)C1=CC(=CC=C1)C=1C=NN(C1)C1CC1)=O)=O)C trans-4-((3-(1-Cyclopropyl-1H-pyrazol-4-yl)phenyl)((trans-4-(4-methoxy-3-methylphenyl)cyclohexyl)methyl)carbamoyl)cyclohexyl (3-(dimethylamino)propyl)carbamate